1-(2-(4-phenylpiperidin-1-yl)-7,8-dihydropyrido[4,3-d]pyrimidin-6(5H)-yl)pentan-1-one C1(=CC=CC=C1)C1CCN(CC1)C=1N=CC2=C(N1)CCN(C2)C(CCCC)=O